Phosphaspiro[4.5]decane chloride [Cl-].P1CCCC12CCCCC2